2-(Methylamino)-4-(3-fluoro-4-methoxyphenyl)butanoic acid CNC(C(=O)O)CCC1=CC(=C(C=C1)OC)F